N-(5-(3-(9H-purin-6-yl)pyridin-2-ylamino)-2-fluorophenyl)-3-chloro-5-(trifluoromethyl)benzamid N1=CN=C2NC=NC2=C1C=1C(=NC=CC1)NC=1C=CC(=C(C1)NC(C1=CC(=CC(=C1)C(F)(F)F)Cl)=O)F